tert-butyl (S)-((3-(5-chloro-6-methyl-2-(6-azaspiro[2.5]octan-6-yl)nicotinamido)phenyl)(methyl)(oxo)-λ6-sulfaneylidene)carbamate ClC=1C(=NC(=C(C(=O)NC=2C=C(C=CC2)[S@@](=O)(C)=NC(OC(C)(C)C)=O)C1)N1CCC2(CC2)CC1)C